ClC=1C=C(C=C(C1)NS(=O)(=O)C)NC(=O)C=1SC(=C(C1)C1=NC=C(C=C1F)N1CC2(C1)CC(C2)(F)F)C N-(3-chloro-5-(methylsulfonamido)phenyl)-4-(5-(6,6-difluoro-2-azaspiro[3.3]heptan-2-yl)-3-fluoropyridin-2-yl)-5-methylthiophene-2-carboxamide